2-Chloro-4-iodopyridin-3-ol ClC1=NC=CC(=C1O)I